1-(piperidin-4-yl)-1,2-dihydropyridin-2-one N1CCC(CC1)N1C(C=CC=C1)=O